ClC1=C(C=CC=C1C1=C(C(=NC=C1)C1=CC(=C(C=C1)C=O)OC)Cl)NC(=O)C=1N(C2=C(CN(CC2)CCOC2CCCCC2)N1)C N-(2-chloro-3-(3-chloro-2-(4-formyl-3-methoxyphenyl)pyridin-4-yl)phenyl)-5-(2-(cyclohexyloxy)ethyl)-1-methyl-4,5,6,7-tetrahydro-1H-imidazo[4,5-c]pyridine-2-carboxamide